CSC(=C1C(C2=CC(=CC=C2CC1)C(F)(F)F)=O)SC 2-[bis(methylsulfanyl)methylidene]-7-(trifluoromethyl)-3,4-dihydronaphthalen-1-one